6-(4-isopropyl-6-methylpyrimidin-5-yl)-1-(4-(5-methyl-3-(trifluoromethyl)-1H-pyrazol-1-yl)benzyl)-1H-pyrazolo[3,4-d]pyrimidine C(C)(C)C1=NC=NC(=C1C1=NC=C2C(=N1)N(N=C2)CC2=CC=C(C=C2)N2N=C(C=C2C)C(F)(F)F)C